ClC=1C=C(CC2(CCC2)OC(=O)N[C@@H](CC(C)C)C(=O)OC)C=CC1 methyl ((1-(3-chlorobenzyl)cyclobutoxy)carbonyl)-L-leucinate